3-((6-(2-Aminopyridin-4-yl)-1-oxoisoquinolin-2(1H)-yl)methyl)-N-(4,5,6,7-tetrahydrothiazolo[5,4-c]pyridin-2-yl)benzamide NC1=NC=CC(=C1)C=1C=C2C=CN(C(C2=CC1)=O)CC=1C=C(C(=O)NC=2SC=3CNCCC3N2)C=CC1